dihydroxynaringenin OC1[C@](OC=2C=C(C=C(C2C1=O)O)O)(C1=CC=C(O)C=C1)O